(R)-(2-(3-methoxy-6-methylquinolin-8-yl)-7,8-dihydro-[1,4]dioxino[2',3':3,4]benzo[1,2-d]thiazol-7-yl)methyl (2-methylpyrimidin-5-yl)carbamate CC1=NC=C(C=N1)NC(OC[C@@H]1OC2=C(C3=C(N=C(S3)C=3C=C(C=C4C=C(C=NC34)OC)C)C=C2)OC1)=O